O=C1OC(CC1(C)C1=CC=C(C=C1)C1(C(OC(C1)=O)=O)C)=O 1,4-bis(2,5-dioxotetrahydro-3-methyl-3-furanyl)benzene